O-(benzotriazole-1-yl)-N,N,N',N'-tetramethyl-uronium hexafluorophosphate F[P-](F)(F)(F)(F)F.N1(N=NC2=C1C=CC=C2)OC(=[N+](C)C)N(C)C